methyl 6-(aminomethyl)-4-phenylpyridine-2-carboxylate NCC1=CC(=CC(=N1)C(=O)OC)C1=CC=CC=C1